N'-(1,10-decanediyldi-1-pyridinyl-4-ylidene)bis(1-octanamine) dihydrochloride Cl.Cl.C(CCCCCCCCCN1C=CC(C=C1)=CCCCCCCCN)N1C=CC(C=C1)=CCCCCCCCN